C(=O)(OCC1C2=CC=CC=C2C2=CC=CC=C12)N[C@@H](CCCCN)C(=O)O Fmoclysine